N-(5-chloropyridin-2-yl)-N'-[(1S,2R,4S)-4-(N,N-dimethyl-carbamoyl)-2-(5-methyl-4,5,6,7-tetrahydro[1,3]thiazolo[5,4-c]pyridine-2-carboxamido)cyclohexyl]oxamide ClC=1C=CC(=NC1)NC(=O)C(=O)N[C@@H]1[C@@H](C[C@H](CC1)C(N(C)C)=O)NC(=O)C=1SC=2CN(CCC2N1)C